FC1=C(C=CC(=C1)C(C(F)(F)F)(F)F)CN(C(C(N)=O)=O)C N'-[[2-Fluoro-4-(1,1,2,2,2-pentafluoroethyl)phenyl]methyl]-N'-methyl-oxamide